(±)-1-[5-amino-3-(4-fluorophenyl)-4-methyl-1H-pyrazol-1-yl]-2-cyclopropylpropan-2-ol NC1=C(C(=NN1C[C@](C)(O)C1CC1)C1=CC=C(C=C1)F)C |r|